(1R,2S,3R,5R)-3-(4-amino-5-(4-benzylthiazol-2-yl)-2-chloro-7H-pyrrolo[2,3-d]pyrimidin-7-yl)-5-(1-(furan-2-ylmethyl)piperidin-4-yl)cyclopentane-1,2-diol NC=1C2=C(N=C(N1)Cl)N(C=C2C=2SC=C(N2)CC2=CC=CC=C2)[C@H]2[C@@H]([C@@H]([C@H](C2)C2CCN(CC2)CC=2OC=CC2)O)O